methyl 3-(3-carbamoylimidazo[1,2-a]pyridin-6-yl)-2-(4-fluorophenyl)-5,6-dihydroimidazo[1,2-a]pyrazine-7(8H)-carboxylate C(N)(=O)C1=CN=C2N1C=C(C=C2)C2=C(N=C1N2CCN(C1)C(=O)OC)C1=CC=C(C=C1)F